N-(3-(3,6-difluoropyridin-2-yl)-1-((1r,4r)-4-ethoxycyclohexyl)-1H-pyrazol-4-yl)-2-(1H-pyrazol-4-yl)thiazole-4-carboxamide phosphate P(=O)(O)(O)O.FC=1C(=NC(=CC1)F)C1=NN(C=C1NC(=O)C=1N=C(SC1)C=1C=NNC1)C1CCC(CC1)OCC